ClC=1N=C2N(C(C1)=O)C=C(C=C2)C2=CC(=C(C=C2)OC)F 2-chloro-7-(3-fluoro-4-methoxyphenyl)-4H-pyrido[1,2-a]pyrimidin-4-one